NC1CCC=2C(=C(SC2)C#N)C1 6-amino-4,5,6,7-tetrahydro-2-benzothiophene-1-carbonitrile